Methyl (2S)-2-[[(2S)-2-(tert-butoxycarbonyl amino)-4,4-dimethyl-pentanoyl]amino]-3-[(3S)-2-oxo-3-piperidyl]propanoate C(C)(C)(C)OC(=O)N[C@H](C(=O)N[C@H](C(=O)OC)C[C@H]1C(NCCC1)=O)CC(C)(C)C